4,4'-difluorobiphenyl FC1=CC=C(C=C1)C1=CC=C(C=C1)F